CN1C(N(C2=C1C=CC(=C2)C2=NOC(=N2)C2CCN(CC2)C(CNC(C2=CC=CC=C2)=O)=O)C)=O N-[2-[4-[3-(1,3-dimethyl-2-oxo-benzimidazol-5-yl)-1,2,4-oxadiazol-5-yl]-1-piperidyl]-2-oxo-ethyl]benzamide